benzylserine hydrazone hydrochloride Cl.C(C1=CC=CC=C1)N[C@@H](CO)C(O)=NN